(6-chloro-5-(2-fluorocyclopropyl)-1-(tetrahydro-2H-pyran-2-yl)-1H-indazol-4-yl)boronic acid ClC1=C(C(=C2C=NN(C2=C1)C1OCCCC1)B(O)O)C1C(C1)F